COC=1C=C(C=CC1)OS(=O)(=O)C1C2C(=C(C(C1)O2)C2=CC=C(C=C2)O)C2=CC=C(C=C2)NC(CCCCC[Se]C#N)=O 3-methoxyphenyl-5-(4-hydroxyphenyl)-6-(4-(6-selenocyanohexanamido) phenyl)-7-oxabicyclo[2.2.1]hept-5-ene-2-sulfonate